FC(=C(OCC(F)(F)F)F)F 1,1,2-trifluoro-2-(2,2,2-trifluoroethoxy)ethene